2,4-diethyl-1,3-benzenediol C(C)C1=C(C=CC(=C1O)CC)O